CC=1C=C2C(C(NC2=CC1)=O)=NN=C1SCC(N1C1=CC(=CC=C1)OC)=O 5-methyl-3-(2-(3-(3-methoxyphenyl)-4-oxothiazolidine-2-ylidene)hydrazono)-1H-indol-2-one